ClC=1C=C(C=C(C1)Cl)C(C(=O)O)NC(=N)N 3,5-dichlorophenylguanidinoacetic acid